rac-(2R,4S)-1-tert-butoxycarbonyl-4-fluoro-2-methyl-piperidine-4-carboxylic acid C(C)(C)(C)OC(=O)N1[C@@H](C[C@@](CC1)(C(=O)O)F)C |r|